BrC1=CC2=C(C=CS2(=O)=O)C=C1 6-bromo-1λ6-benzothiophene-1,1-dione